ClC1=C(C=CC=C1)C1=NN(C=2CC(CCC12)C(=O)OC)C1=CC=C(C=C1)F Methyl 3-(2-chlorophenyl)-1-(4-fluorophenyl)-4,5,6,7-tetrahydro-1H-indazole-6-carboxylate